CCCCCC(C(CCCCC)O)O 6,7-dodecanediol